NC1(C2CCC(C1)C2)C(=O)O 2-aminobicyclo-(2.2.1)-heptane-2-carboxylic acid